(2S,4R)-4-(2-((1R,3R)-1-acetoxy-4-methyl-3-(methylamino)pentyl)thiazole-4-carboxamido)-2-methyl-5-phenylpentanoic acid allyl ester C(C=C)OC([C@H](C[C@H](CC1=CC=CC=C1)NC(=O)C=1N=C(SC1)[C@@H](C[C@H](C(C)C)NC)OC(C)=O)C)=O